tert-butyl 6-[(tert-butyldiphenylsilyl) oxy]-2-azaspiro[3.3]heptane-2-carboxylate [Si](C1=CC=CC=C1)(C1=CC=CC=C1)(C(C)(C)C)OC1CC2(CN(C2)C(=O)OC(C)(C)C)C1